Dihydrosinapic acid COC1=CC(=CC(=C1O)OC)CCC(=O)O